[N+](=O)(OCCCCCCCCCO)[O-] 9-hydroxynonyl nitrate